1-(4-fluoro-2-(1-methyl-1H-tetrazol-5-yl)phenyl)pentan-1-ol FC1=CC(=C(C=C1)C(CCCC)O)C1=NN=NN1C